COC([C@@H](NN1C(C2=CC=CC(=C2C1)[N+](=O)[O-])=O)CCC(N)=O)=O (4-nitro-1-oxo-1,3-dihydro-2H-isoindol-2-yl)-L-glutamine methyl ester